COC1=CC=C(C=C1)/C=C/C(=O)OC(CC1=CC=CC=C1)(C)C 2-methyl-1-phenylpropan-2-yl (E)-3-(4-methoxyphenyl)acrylate